(1-(1-methyl-1H-imidazol-2-ylsulfonyl)piperidin-3-yl)(4-(quinolin-4-yl)piperazin-1-yl)methanone CN1C(=NC=C1)S(=O)(=O)N1CC(CCC1)C(=O)N1CCN(CC1)C1=CC=NC2=CC=CC=C12